OC=1C=C(C=CC1)C1=CN=C2N1N=C(C=C2)C=2C=C(C=CC2)NC(C)=O N-[3-[3-(3-hydroxyphenyl)imidazo[1,2-b]pyridazin-6-yl]phenyl]acetamide